ClC=1SC(=CC1CC(=O)OCC1=CC=C(C=C1)Br)Cl (4-bromophenyl)methyl (2,5-dichlorothiophen-3-yl)acetate